C(N)(O)=O carbonic monoamide